(1R,2S,5S)-3-(O-tert-butyl-N-(2,2,2-trifluoroacetyl)-L-threonyl)-N-((S)-1-hydroxy-3-((S)-2-oxopyrrolidin-3-yl)propan-2-yl)-6,6-dimethyl-3-azabicyclo[3.1.0]hexane-2-carboxamide C(C)(C)(C)O[C@@H]([C@H](NC(C(F)(F)F)=O)C(=O)N1[C@@H]([C@H]2C([C@H]2C1)(C)C)C(=O)N[C@H](CO)C[C@H]1C(NCC1)=O)C